NC1=C(C=C(C(=C1)[N+](=O)[O-])C1=C(C=CC=C1)OC)C#N 4-amino-2'-methoxy-6-nitro-[1,1'-biphenyl]-3-carbonitrile